N-((R)-1-(3-(1-ethyl-1H-pyrazol-3-yl)-5-(1-(2-methoxyethyl)-1H-pyrazol-4-yl)-phenyl)ethyl)-2-methyl-5-((1R,4R)-5-methyl-2,5-diazabicyclo[2.2.1]heptan-2-yl)benzamide C(C)N1N=C(C=C1)C=1C=C(C=C(C1)C=1C=NN(C1)CCOC)[C@@H](C)NC(C1=C(C=CC(=C1)N1[C@H]2CN([C@@H](C1)C2)C)C)=O